CC(C)(CCSC)O 2-methyl-4-(methylthio)butan-2-ol